C(C)(C)(C)OC(=O)NCCC(C1=CC=CC=C1)NC1=NC(=CC=C1C(=O)OCC)Cl ethyl 2-[[3-(tert-butoxycarbonylamino)-1-phenyl-propyl]amino]-6-chloro-pyridine-3-carboxylate